N1-(2-(dimethylamino)ethyl)-N1-methyl-N4-(4-(5'-methylspiro[cyclopentane-1,3'-pyrrolo[3,2-b]pyridin]-1'(2'H)-yl)pyrimidin-2-yl)-5-(2,2,2-trifluoroethoxy)benzene-1,2,4-triamine CN(CCN(C=1C(=CC(=C(C1)OCC(F)(F)F)NC1=NC=CC(=N1)N1CC2(C3=NC(=CC=C31)C)CCCC2)N)C)C